2-(3-((benzyloxy)methoxy)-8-ethyl-7-fluoronaphthalen-1-yl)-4,4,5,5-tetramethyl-1,3,2-dioxaborolane C(C1=CC=CC=C1)OCOC=1C=C(C2=C(C(=CC=C2C1)F)CC)B1OC(C(O1)(C)C)(C)C